FC1=CC=CC=2C(=N[C@@H](C(NC21)=O)NC(=O)C=2C(=NN1C2O[C@H](CC1)C)C=1C(=NC(=CC1)NC(C)C)F)C1=CC=CC=C1 (5S)-N-[(3S)-9-fluoro-2-oxo-5-phenyl-1,3-dihydro-1,4-benzodiazepin-3-yl]-2-[2-fluoro-6-(propan-2-ylamino)pyridin-3-yl]-5-methyl-6,7-dihydro-5H-pyrazolo[5,1-b][1,3]oxazine-3-carboxamide